(R)-5-((1-(dimethylamino)propan-2-yl)oxy)-7-(4-fluoro-1H-pyrazol-1-yl)-N-(5-fluoroquinolin-6-yl)quinazolin-4-amine CN(C[C@@H](C)OC1=C2C(=NC=NC2=CC(=C1)N1N=CC(=C1)F)NC=1C(=C2C=CC=NC2=CC1)F)C